(S)-7-(1-(4-amino-3-(4-cyclopropoxy-3-fluorophenyl)-1H-pyrazolo[3,4-d]pyrimidin-1-yl)propyl)-6-(3-fluorophenyl)-3-methyl-5H-thiazolo[3,2-a]pyridin-5-one NC1=C2C(=NC=N1)N(N=C2C2=CC(=C(C=C2)OC2CC2)F)[C@@H](CC)C=2C=C1N(C(C2C2=CC(=CC=C2)F)=O)C(=CS1)C